(3R)-7-((2S,5R)-4-acryloyl-2,5-dimethylpiperazin-1-yl)-9-chloro-3-((1-(2,2-difluoroethyl)piperidin-4-yl)methyl)-10-(2,4-difluorophenyl)-2H-[1,4]oxazino[2,3,4-ij]quinazolin-5(3H)-one C(C=C)(=O)N1C[C@@H](N(C[C@H]1C)C1=NC(N2C3=C(C(=C(C=C13)Cl)C1=C(C=C(C=C1)F)F)OC[C@H]2CC2CCN(CC2)CC(F)F)=O)C